3-(benzyloxy)-4-(methylsulfonyl)benzoic acid C(C1=CC=CC=C1)OC=1C=C(C(=O)O)C=CC1S(=O)(=O)C